CC1CCC(CCCC1)C 1,4-dimethyl-cyclooctane